4-{[2-{4-[5-chloro-2-(4,5-dihydro-1,2-oxazol-3-yl)phenyl]-5-methoxy-2-oxopyridin-1(2H)-yl}-3-(1,4-dioxan-2-yl)propionyl]amino}benzoic acid ClC=1C=CC(=C(C1)C1=CC(N(C=C1OC)C(C(=O)NC1=CC=C(C(=O)O)C=C1)CC1OCCOC1)=O)C1=NOCC1